4-((2S,5R)-4-(4-chloro-2-fluorobenzyl)-2,5-dimethylpiperazin-1-yl)-1-(((S)-tetrahydrofuran-2-yl)methyl)-1H-[1,2,4]triazolo[3,4-b]purine ClC1=CC(=C(CN2C[C@@H](N(C[C@H]2C)C=2C=3N=CN(C3N3C(N2)=NN=C3)C[C@H]3OCCC3)C)C=C1)F